perfluorophenyl azide FC1=C(C(=C(C(=C1F)F)F)F)N=[N+]=[N-]